3,4-dicarboxylpyridine C(=O)(O)C=1C=NC=CC1C(=O)O